2-chloro-5-(5,5-difluoro-4-hydroxy-3-(trifluoromethyl)-4,5,6,7-tetrahydro-1H-indol-1-yl)benzonitrile ClC1=C(C#N)C=C(C=C1)N1C=C(C=2C(C(CCC12)(F)F)O)C(F)(F)F